5,8,11,14-tetraoxaeicosane CCCCOCCOCCOCCOCCCCCC